Cl.ClC=1C=CC(=C2C=NNC12)C=1N(N=C2C1CNCC2)C2=C(C=CC=C2CC)CC 3-(7-chloro-1H-indazol-4-yl)-2-(2,6-diethylphenyl)-4,5,6,7-tetrahydro-2H-pyrazolo[4,3-c]Pyridine hydrochloride